CS(=O)(=O)C=1C=CC=C(C1)NC(C)=O N-(5-methanesulfonylphenyl)acetamide